N,N-dimethyl-4-(4,4,5,5-tetramethyl-1,3,2-dioxaborolan-2-yl)benzenesulfonamide tert-butyl-2-chloro-6,8-dihydro-5H-1,7-naphthyridine-7-carboxylate C(C)(C)(C)OC(=O)N1CCC=2C=CC(=NC2C1)Cl.CN(S(=O)(=O)C1=CC=C(C=C1)B1OC(C(O1)(C)C)(C)C)C